C1(CC1)C1CNC=2C=CC=C3C2N1C(=C3)C3=NC1=C(N3C)C(=CC(=C1)C=O)F (2-(3-cyclopropyl-2,3-dihydro-1H-pyrrolo[1,2,3-de]quinoxalin-5-yl)-7-fluoro-1-methyl-1H-benzo[d]imidazol-5-yl)methanone